FC1=C(C=C(C=C1)C1=NC=NC=C1)CNC 1-(2-fluoro-5-(pyrimidin-4-yl)phenyl)-N-methylmethanamine